tert-butyl 2-((2S)-2-(9-(1-(benzyloxy)ethyl)-7-chloro-1,1-dioxido-4-oxo-4,5-dihydrobenzo[f][1,2,5]thiadiazepin-2(3H)-yl)-3-(6-fluoro-2,3-dimethylphenyl)butanoyl)hydrazine-1-carboxylate C(C1=CC=CC=C1)OC(C)C1=CC(=CC=2NC(CN(S(C21)(=O)=O)[C@H](C(=O)NNC(=O)OC(C)(C)C)C(C)C2=C(C(=CC=C2F)C)C)=O)Cl